[N+](=O)([O-])C1=C(C=CC(=C1)[N+](=O)[O-])S(=O)(=O)N 2,4-dinitrobenzene-sulfonamide